O(C1=CC=CC=C1)P(=O)(OC1=CC=CC=C1)OC1=CCCCCN1C(=O)OC(C)(C)C tert-butyl 7-((diphenoxyphosphoryl)oxy)-2,3,4,5-tetrahydro-1H-azepine-1-carboxylate